(R)-3-(4-(7H-pyrrolo[2,3-d]pyrimidin-4-yl)-1H-pyrazol-1-yl)-3-cyclopentylpropanenitrile sulfuric acid salt S(O)(O)(=O)=O.N1=CN=C(C2=C1NC=C2)C=2C=NN(C2)[C@H](CC#N)C2CCCC2